Ethyl-3-azido-3-deoxy-β-D-glucopyranuronic acid methyl ester COC([C@@H]1[C@H]([C@@H]([C@H]([C@](O)(O1)CC)O)N=[N+]=[N-])O)=O